4-chloro-phenylhydrazinium chloride [Cl-].ClC1=CC=C(C=C1)[NH2+]N